N-(1-naphthyl)ethylenediamine dihydrate O.O.C1(=CC=CC2=CC=CC=C12)NCCN